C(C1=CC=CC=C1)N1N=CC(=C1)C1=NC=2N3C(N(C(C2N1)=O)CCC)=NC=C3 2-(1-benzyl-pyrazol-4-yl)-5-propyl-3H-imidazo[2,1-b]purin-4-one